O[C@H](C)C1=NC=2C(=C3C(=NC2)C=CS3)N1C1CCN(CC1)C(=O)OC(C)(C)C tert-Butyl 4-{2-[(1R)-1-hydroxyethyl]-1H-imidazo[4,5-d]thieno[3,2-b]pyridin-1-yl}piperidine-1-carboxylate